COC1=CC=C(CN2S(CC(C3=C2C=CC=C3)=O)(=O)=O)C=C1 1-(4-methoxybenzyl)-1H-2,1-benzothiazin-4(3H)-one 2,2-dioxide